COC=1C=C(C=CC1OC)C=1C=C2C(=NC1)NN=C2C=2C=NC(=NC2)OC 5-(3,4-dimethoxyphenyl)-3-(2-methoxypyrimidin-5-yl)-1H-pyrazolo[3,4-b]pyridine